NC1=CC=C(C=C1)C[C@@H](C(=O)NC1=CC=C(C=C1)C(NO)=O)NC(\C=C\C1=CC(=C(C=C1)OC)OC)=O (2S)-3-(4-aminophenyl)-2-[[(E)-3-(3,4-dimethoxyphenyl)prop-2-enoyl]amino]-N-[4-(hydroxycarbamoyl)phenyl]propanamide